4-(2-methylphenyl)benzoic acid CC1=C(C=CC=C1)C1=CC=C(C(=O)O)C=C1